FC(C1=CC=C(CC2COC3(N(C2=O)C2=CC=CC=C2)C=CC(C=C3)=O)C=C1)(F)F 3-(4-trifluoromethyl-benzyl)-5-phenyl-1-oxa-5-azaspiro[5.5]undec-7,10-diene-4,9-dione